N1CCC(CC1)N1N=CC(=C1)C1=C(N(C=C1)S(N)(=O)=O)C(=O)O 3-[1-(4-Piperidyl)pyrazol-4-yl]-1-sulfamoyl-pyrrole-2-carboxylic acid